N-((2-(4-Isopropoxyphenyl)thiazol-5-yl)methyl)-2-(1H-pyrazol-3-yl)-6-(trifluoromethyl)pyridin-4-amine C(C)(C)OC1=CC=C(C=C1)C=1SC(=CN1)CNC1=CC(=NC(=C1)C(F)(F)F)C1=NNC=C1